C(C)NCCCNCC N,N'-diethyl-1,3-propylenediamine